ClC=1N=CC=C2C1SC(=C2)C2=C(C(=NC(=C2C(=O)N)CC(C)C)COC2=CC=C(C=C2)F)C=2OC(=NN2)C 4-(7-chlorothieno[2,3-c]pyridin-2-yl)-6-((4-fluorophenoxy)methyl)-2-isobutyl-5-(5-methyl-1,3,4-oxadiazol-2-yl)nicotinamide